ClC=1C=C(OC2CCC(CC2)NC(=O)C=2N=NC(=CC2)N2CCC(CC2)CN2CC(C2)CC=2C=C3CN(C(C3=CC2)=O)C2C(NC(CC2)=O)=O)C=CC1C#N N-((1r,4r)-4-(3-chloro-4-cyanophenoxy)cyclohexyl)-6-(4-((3-((2-(2,6-dioxopiperidin-3-yl)-1-oxoisoindolin-5-yl)methyl)azetidin-1-yl)methyl)piperidin-1-yl)pyridazine-3-carboxamide